C1C2C3CCC(C3=C1CC2)OC(C=C)=O 2-propenoic acid-hexahydro-4,7-methylene-1H-indenyl ester